ethyl 3-[4-(cyclopentylamino)-2-(methylsulfanyl)pyrimidin-5-yl]-3-oxopropanoate C1(CCCC1)NC1=NC(=NC=C1C(CC(=O)OCC)=O)SC